C1(CC1)COC1=CC(=C(C=C1F)NC=1C2=C(N=CN1)C=CC(=N2)N2[C@@H]1CN([C@H](C2)C1)C(=O)OC(C)(C)C)F tert-butyl (1S,4S)-5-(4-((4-(cyclopropylmethoxy)-2,5-difluorophenyl)amino)pyrido[3,2-d]pyrimidin-6-yl)-2,5-diazabicyclo[2.2.1]heptane-2-carboxylate